CC=1C=CC=C2C=C(NC12)B(O)O 7-METHYL-1H-INDOL-2-YLBORONIC ACID